methyl trans-1-amino-3-ethylcyclohexane-1-carboxylate hydrochloride Cl.N[C@@]1(C[C@H](CCC1)CC)C(=O)OC